BrCCCCCCCC[Si](C)(C)OCC (8-bromooctyl)ethoxydimethylsilane